2-AMINO-3-(TRIFLUOROMETHYL)ISONICOTINALDEHYDE NC=1C(=C(C=O)C=CN1)C(F)(F)F